2-ethylene tetra(2-chloroethyl) diphosphate P(=O)(OCCOP(=O)(OCCCl)OCCCl)(OCCCl)OCCCl